COC(C1=C(C=C(C=C1)NC(=O)C=1N(C(=CN1)C=1C(=NN(C1)C1=NC=C(C=C1)NCCN(C)C(=O)OC(C)(C)C)C(F)(F)F)C)Cl)=O 4-[[5-[1-[5-[2-[tert-Butoxycarbonyl(methyl)amino]ethylamino]-2-pyridyl]-3-(trifluoromethyl)pyrazol-4-yl]-1-methyl-imidazole-2-carbonyl]amino]-2-chloro-benzoic Acid Methyl Ester